NCCNC(C1=C(C=CC(=C1)C=1C(=NC=CC1)OCC)N1[C@@H](CN(CC1)C(C1=C(C=C(C=C1)Cl)C)=O)CC)=O N-(2-aminoethyl)-2-[(2R)-4-(4-chloro-2-methylbenzoyl)-2-ethylpiperazin-1-yl]-5-(2-ethoxypyridin-3-yl)benzamide